tert-butyl 4-((trans)-4-(4-amino-3-(difluoromethyl)-1H-pyrazol-1-yl)cyclohexyl)piperazine-1-carboxylate NC=1C(=NN(C1)[C@@H]1CC[C@H](CC1)N1CCN(CC1)C(=O)OC(C)(C)C)C(F)F